5-(4-Benzyloxy-5-iodo-2-isopropyl-phenoxy)-pyrimidine-2,4-diamine C(C1=CC=CC=C1)OC1=CC(=C(OC=2C(=NC(=NC2)N)N)C=C1I)C(C)C